2-Methyl-N-(3-(naphthalen-1-yl)oxetan-3-yl)-5-nitrobenzamide CC1=C(C(=O)NC2(COC2)C2=CC=CC3=CC=CC=C23)C=C(C=C1)[N+](=O)[O-]